C(C)(C)(C)OC(=O)NCC1=CC=C(C=C1)CCCC(=O)O 4-(4-[[(tert-butoxycarbonyl)amino]methyl]phenyl)butanoic acid